CC(=CCC/C(=C/CC/C(=C/CC/C(=C/CC/C(=C\\CC/C(=C\\CC/C(=C\\CC/C(=C\\CC/C(=C\\CC/C(=C\\CC/C(=C\\COP(=O)(O)O)/C)/C)/C)/C)/C)/C)/C)/C)/C)/C)C The molecule is an undecaprenyl phosphate having three (E)- and seven (Z)-double bonds. It is a conjugate acid of a tritrans,heptacis-undecaprenyl phosphate(2-).